1-hexadecyl-2-(9Z,12Z-heptadecadienoyl)-glycero-3-phosphoserine CCCCCCCCCCCCCCCCOC[C@H](COP(=O)(O)OC[C@@H](C(=O)O)N)OC(=O)CCCCCCC/C=C\C/C=C\CCCC